FC1=CC(=C(C=C1)C(C)(C)N)C(F)(F)F 2-(4-fluoro-2-(trifluoromethyl)phenyl)propan-2-amine